(1R,3aS,6aR)-2-((R)-2-fluoro-2-(3-fluorophenyl)propanoyl)-N-((S)-4-fluoro-3-oxo-1-((R)-2-oxopyrrolidin-3-yl)butan-2-yl)octahydrocyclopenta[c]pyrrole-1-carboxamide F[C@](C(=O)N1[C@H]([C@H]2[C@@H](C1)CCC2)C(=O)N[C@@H](C[C@@H]2C(NCC2)=O)C(CF)=O)(C)C2=CC(=CC=C2)F